2-(5-(cyclopropylmethyl)-4-(3-fluoro-4-sulfamoylbenzyl)-3-(4'-hydroxy-3'-methyl-[1,1'-biphenyl]-3-yl)-1H-pyrazol-1-yl)thiazole-4-carboxylic acid C1(CC1)CC1=C(C(=NN1C=1SC=C(N1)C(=O)O)C=1C=C(C=CC1)C1=CC(=C(C=C1)O)C)CC1=CC(=C(C=C1)S(N)(=O)=O)F